3-methoxy-4,11,11-trimethyl-8-methylenebicyclo[7.2.0]undec-4-ene COC1CC2C(CC2C(CCC=C1C)=C)(C)C